CC1(OB(OC1(C)C)C=1C=C2C(=NNC2=CC1)C(F)(F)F)C 5-(4,4,5,5-tetramethyl-1,3,2-dioxaborolan-2-yl)-3-(trifluoromethyl)-1H-indazole